ClC1=C(C=CC=C1F)CC(=O)NC1=CC(=C(C=C1)C=1C=NN(C1)C1CC1)S(N)(=O)=O 2-(2-Chloro-3-fluorophenyl)-N-[4-(1-cyclopropyl-1H-pyrazol-4-yl)-3-sulfamoylphenyl]acetamide